FC1([C@@H](CN(CC1)C1=NC2=C(N1CC1=NC=C(C#N)C=C1)C=C(C=C2)F)NC)F (R)-6-((2-(4,4-Difluoro-3-(methylamino)piperidin-1-yl)-6-fluoro-1H-benzo[d]imidazol-1-yl)methyl)nicotinonitril